(5S)-2-(2-fluorophenyl)-5-(hydroxymethyl)-N-[(3S)-9-fluoro-2-oxo-5-phenyl-1,3-dihydro-1,4-benzodiazepine-3-yl]-6,7-dihydro-5H-pyrazolo[5,1-b][1,3]Oxazine-3-carboxamide FC1=C(C=CC=C1)C1=NN2C(O[C@@H](CC2)CO)=C1C(=O)N[C@@H]1C(NC2=C(C(=N1)C1=CC=CC=C1)C=CC=C2F)=O